C(C)OC1CC(NC(C1)(C)C)(C)C 4-ethoxy-2,2,6,6-tetramethylpiperidin